N-isopropyl-4-(5-oxo-4-(thiophen-2-ylmethylene)-4,5-dihydrooxazol-2-yl)benzenesulfonamide C(C)(C)NS(=O)(=O)C1=CC=C(C=C1)C=1OC(C(N1)=CC=1SC=CC1)=O